7-methoxy-2-((4-phenylpiperazin-1-yl)methyl)pyrazolo[1,5-c]quinazolin-5-amine COC1=CC=CC=2C=3N(C(=NC12)N)N=C(C3)CN3CCN(CC3)C3=CC=CC=C3